ClC=1N=NC(=CC1[C@@H]1[C@H](C1)C(C)(C)O)C=1C(=NC(=NC1)OC)OC 2-((1S,2S)-2-(3-chloro-6-(2,4-dimethoxypyrimidin-5-yl)pyridazine-4-yl)cyclopropyl)propan-2-ol